3-{[(4-cyanophenyl)carbamoyl]amino}-3-(4-nitrophenyl)propanoic acid C(#N)C1=CC=C(C=C1)NC(=O)NC(CC(=O)O)C1=CC=C(C=C1)[N+](=O)[O-]